C(CCC)OC(CBr)=O butyl-2-bromoacetate